(S)-N-((R)-1-(4-Bromo-6,7-dichloro-1-(phenylsulfonyl)-1H-indol-2-yl)-3-((tert-butyldimethylsilyl)oxy)propyl)-2-methylpropane-2-sulfinamide BrC1=C2C=C(N(C2=C(C(=C1)Cl)Cl)S(=O)(=O)C1=CC=CC=C1)[C@@H](CCO[Si](C)(C)C(C)(C)C)N[S@@](=O)C(C)(C)C